6-iodo-3-[(trans)-2-[5-(pyrrolidin-1-ylmethyl)-2-pyridyl]vinyl]-1-tetrahydropyran-2-ylindazole IC1=CC=C2C(=NN(C2=C1)C1OCCCC1)\C=C\C1=NC=C(C=C1)CN1CCCC1